B([O-])(O)O.C(CC(=O)O)(=O)OCCCCCCCC.[Li+] lithium octyl (malonate) borate